N=1N(N=C2C1C=CC=C2)C2=C(C(=CC(=C2)CC)CCCCCCCCCC)O 2-(2H-Benzotriazol-2-yl)-6-decyl-4-ethylphenol